NC[C@@]1([C@@H]2CCN(C[C@H]12)C1=CN=C2C(=N1)NN=C2C2=CC=C(C(N2C)=O)Cl)C2=C(C=CC=C2)F 6-(6-((1S,6R,7R)-7-(aminomethyl)-7-(2-fluorophenyl)-3-azabicyclo[4.1.0]heptan-3-yl)-1H-pyrazolo[3,4-b]pyrazin-3-yl)-3-chloro-1-methylpyridin-2(1H)-one